3-(3-(2,5-dimethoxyphenyl)-4-thiazolinonyl)-N-(4-Boc-piperazinobutyl)benzamide COC1=C(C=C(C=C1)OC)N1C(SC=C1C=1C=C(C(=O)NCCCCN2CCN(CC2)C(=O)OC(C)(C)C)C=CC1)=O